7-bromo-N2-[(2,4-dimethoxyphenyl)methyl]-N4-methyl-quinazoline-2,4-diamine BrC1=CC=C2C(=NC(=NC2=C1)NCC1=C(C=C(C=C1)OC)OC)NC